C(C)(=O)NC1=CC=C(NC(COC2=CC=C(C(=O)C3=C(N=C(S3)N(C3=CC=C(C=C3)F)C(C(=O)N)C)N)C=C2)=O)C=C1 (N-[5-[4-[2-(4-acetamidoanilino)-2-oxo-ethoxy]benzoyl]-4-amino-thiazol-2-yl]-4-fluoro-anilino)propanamide